N1(CCNCC1)C(=O)OC1=C(C=2C=C3C(=NC2C=C1)C1=CC2=C(C(N1C3)=O)COC([C@@]2(CC)OC(CN(C)C)=O)=O)CN(C)C (S)-10-((dimethylamino)methyl)-4-((dimethylglycyl)oxy)-4-ethyl-3,14-dioxo-3,4,12,14-tetrahydro-1H-pyrano[3',4':6,7]indolizino[1,2-b]quinolin-9-yl piperazine-1-carboxylate